6,6-dimethyl-2-(1H-pyrrolo[2,3-b]pyridin-4-yl)-4,5,6,7-tetrahydro-8H-3-oxa-1-thia-5a,7-diazaacenaphthylen-8-one CC1(N2CCOC3=C(SC(C(N1)=O)=C32)C3=C2C(=NC=C3)NC=C2)C